N1C=C(C=C1)C(=O)N 1H-pyrrol-3-carboxamide